1-(2-BROMO-4-CHLORO-5-METHOXYPHENYL)PYRAZOLE-4-CARBALDEHYDE BrC1=C(C=C(C(=C1)Cl)OC)N1N=CC(=C1)C=O